N1=NNC=C1 3H-[1,2,3]Triazole